N,N-di(tetradecyl)tolylammonium [tetrakis(perfluorophenyl)borate] FC1=C(C(=C(C(=C1F)F)F)F)[B-](C1=C(C(=C(C(=C1F)F)F)F)F)(C1=C(C(=C(C(=C1F)F)F)F)F)C1=C(C(=C(C(=C1F)F)F)F)F.C(CCCCCCCCCCCCC)[NH+](CCCCCCCCCCCCCC)C1=C(C=CC=C1)C